1-(benzyloxy)-6-oxo-1,6-dihydropyridine-2-carboxylic acid C(C1=CC=CC=C1)ON1C(=CC=CC1=O)C(=O)O